O=C1N[C@H]2[C@@H](OC1)CCN(C2)C(=O)N2CCC(CC2)=C(C2=CC=C(C=C2)/C=C/CNC(OC(C)(C)C)=O)C2=CC=CC=C2 tert-Butyl N-[(E)-3-[4-[[1-[(4aR,8aS)-3-oxo-4,4a,5,7,8,8a-hexahydropyrido[4,3-b][1,4]oxazine-6-carbonyl]-4-piperidylidene]-phenyl-methyl]phenyl]allyl]carbamate